C(#N)C1=C(C=NC=C1)C=1C=CC(=C(C1)N1CCN(CC1)C(=O)OC(C)(C)C)NC(=O)C1=NN(C(C=C1)=O)C1=C(C=CC=C1F)F tert-butyl 4-[5-(4-cyano-3-pyridyl)-2-[[1-(2,6-difluorophenyl)-6-oxo-pyridazine-3-carbonyl]amino]phenyl]piperazine-1-carboxylate